O=C1NC(CCC1N1C(C2=CC=C(C=C2C1=O)CCO)=O)=O 2-(2,6-dioxopiperidin-3-yl)-5-(2-hydroxyethyl)isoindoline-1,3-dione